5-(5-fluoro-2-(pyridin-2-ylamino)pyrimidin-4-yl)-N,4-dimethylthiazol-2-amine FC=1C(=NC(=NC1)NC1=NC=CC=C1)C1=C(N=C(S1)NC)C